C(C=C)(=O)N([C@@H](C(C)C)C(=O)O)C N-acryloyl-N-methyl-L-valine